2,7-dimethyl-[1,2,4]triazolo[1,5-a]pyridine CC1=NN2C(C=C(C=C2)C)=N1